FC1=CC=C(C=C1)CC(=O)NC1CCN(CC1)C1=C(C=CC=C1)/C=C/C(=O)NO (E)-3-(2-(4-(2-(4-fluorophenyl)acetamido)piperidin-1-yl)phenyl)-N-hydroxyacrylamide